tert-Butyl 2-(2-{cyclooctyl[(3-methylisoxazole-4-carbonyl)amino]methyl}-4-fluoro-1H-benzimidazol-5-yl)benzoate C1(CCCCCCC1)C(C1=NC2=C(N1)C=CC(=C2F)C2=C(C(=O)OC(C)(C)C)C=CC=C2)NC(=O)C=2C(=NOC2)C